C(C)OCC1(CCNCC1)CCC1=CC=CC=C1 4-(ethoxymethyl)-4-phenethylpiperidin